tert-butyl (1-ethyl-2,4-dioxo-3-(2-(trifluoromethyl)benzyl)-1,2,3,4-tetrahydroquinazolin-5-yl)carbamate C(C)N1C(N(C(C2=C(C=CC=C12)NC(OC(C)(C)C)=O)=O)CC1=C(C=CC=C1)C(F)(F)F)=O